3-hydroxy-6,12-dihydro-7H-chromeno[4,3-b]quinolin-7-one OC1=CC=C2C(=C1)OCC1=C2NC2=CC=CC=C2C1=O